NC1CN(CC1CF)C1=NC=2CCC(CC2C=C1F)NC(=O)C1=CC2=C(N=N1)N(C=C2Cl)CC N-{2-[3-amino-4-(fluoromethyl)pyrrolidin-1-yl]-3-fluoro-5,6,7,8-tetrahydroquinolin-6-yl}-5-chloro-7-ethyl-7H-pyrrolo[2,3-c]pyridazine-3-carboxamide